o-iodoanisole sulfide IC12C(C=CC=C1)(OC)S2